ClC1=CC=C(C=C1)[C@](C)(C#C)C=1N=C(SC1)NC(=O)N1CC(C1)C1=CC(=C(C=C1)N1CCNCC1)F (S)-N-(4-(2-(4-chlorophenyl)but-3-yn-2-yl)thiazol-2-yl)-3-(3-fluoro-4-(piperazin-1-yl)phenyl)azetidine-1-carboxamide